(3R,8R*)-N-(3-Cyano-4-fluorophenyl)-8-ethynyl-11,11-difluoro-8-hydroxy-3-methyl-3,4,8,9,10,11-hexahydro-1H-pyrido[4',3':3,4]pyrazolo[1,5-a]azepine-2(7H)-carboxamide C(#N)C=1C=C(C=CC1F)NC(=O)N1CC=2C(=NN3C2C(CC[C@@](C3)(O)C#C)(F)F)C[C@H]1C |o1:22|